5-[di(tert-butyl)(fluoro)silyl]-3-(tert-butoxycarbonylamino)-1-methylpyrazole C(C)(C)(C)[Si](C1=CC(=NN1C)NC(=O)OC(C)(C)C)(F)C(C)(C)C